BrC1=CC(=NC=C1Cl)Cl 4-bromo-2,5-dichloropyridine